FC1=C(CN2C(C=3C=CC=NC3C(=C2)C(=O)N[C@@H]2[C@H](CCCCC2)O)=O)C(=CC(=C1)C=1C2=CN(N=C2C=CC1)C)F 6-(2,6-difluoro-4-(2-methyl-2H-indazol-4-yl)benzyl)-N-((1S,2S)-2-hydroxycycloheptyl)-5-oxo-5,6-dihydro-1,6-naphthyridine-8-carboxamide